5-methoxy-1-(pyrrolidin-3-yl)-1H-indole COC=1C=C2C=CN(C2=CC1)C1CNCC1